2-methoxyimidazo[2,1-b][1,3,4]thiadiazole COC1=NN2C(S1)=NC=C2